CC1(OB(OC1(C)C)C=1C=C(C=CC1)C1CCN(CC1)C(C)=O)C 1-[4-[3-(4,4,5,5-tetramethyl-1,3,2-dioxaborolan-2-yl)phenyl]-1-piperidyl]ethanone